N1(CCOCC1)C1=CC=C(C=C1)C=CC(=O)N 3-(4-morpholinylphenyl)acrylamide